(S)-8-(2-amino-6-((R)-2,2,2-trifluoro-1-(2-(3-methyl-1H-pyrazol-1-yl)-4-(tetrahydro-2H-pyran-4-yl)phenyl)ethoxy)pyrimidin-4-yl)-2,8-diazaspiro[4.5]decane-3-carboxylic acid NC1=NC(=CC(=N1)N1CCC2(C[C@H](NC2)C(=O)O)CC1)O[C@@H](C(F)(F)F)C1=C(C=C(C=C1)C1CCOCC1)N1N=C(C=C1)C